BrC1=CC(=NC=C1)N(C(OC(C)(C)C)=O)C1=CC=NN1C t-butyl (4-bromopyridin-2-yl)(1-methyl-1H-pyrazol-5-yl)carbamate